NC=1N=C(SC1C(C1=CC=CC=C1)=O)N([C@@H](C(=O)N)C)C=1C=NC(=CC1)F |r| rac-2-[(4-amino-5-benzoyl-thiazol-2-yl)-(6-fluoro-3-pyridinyl)amino]propanamide